C(C)OCCNC(=O)C1CN(C1)C1=CC=C2C(C(=CN(C2=N1)C=1SC=CN1)C(=O)O)=O 7-{3-[(2-ethoxyethyl)carbamoyl]azetidin-1-yl}-4-oxo-1-(1,3-thiazol-2-yl)-1,4-dihydro-1,8-naphthyridine-3-carboxylic acid